[Si](C1=CC=CC=C1)(C1=CC=CC=C1)(C(C)(C)C)OC[C@@H]([C@H](C(C)(C)C)CCO)NC(OC(C)(C)C)=O tert-Butyl N-[(1R,2S)-1-[[tert-butyl(diphenyl)silyl]oxymethyl]-2-(2-hydroxyethyl)-3,3-dimethyl-butyl]carbamate